N-(2-chloro-4-(2-(trifluoro-methoxy)eth-oxy)phenyl)-7-methylquinolin-4-amine ClC1=C(C=CC(=C1)OCCOC(F)(F)F)NC1=CC=NC2=CC(=CC=C12)C